C(#N)C(=CC1=C(N(C(=C1)C)C=1OC(=C(C1C#N)C)C)C)C1=NC2=C(C=NC=C2)N1 2-(3-(2-cyano-2-(3H-imidazo[4,5-c]pyridin-2-yl)vinyl)-2,5-dimethyl-1H-pyrrol-1-yl)-4,5-dimethylfuran-3-carbonitrile